C(C=C)CCOC(C)CCOC(C=C)=O.C(C1=CC=CC=C1)C1=CC(=NO1)C(=O)N[C@H]1[C@@H]2[C@H](C3=C(N(C1=O)C)N=CC=C3)C2 5-benzyl-N-((1aS,2S,8bR)-4-methyl-3-oxo-1,1a,2,3,4,8b-hexahydrocyclopropa[d]pyrido[2,3-b]azepin-2-yl)isoxazole-3-carboxamide 2-(2-allylethoxy)-4-butyl-acrylate